9-(1H-indol-6-yl)-3,4-dihydropyrido[2,1-c][1,2,4]thiadiazine 2,2-dioxide N1C=CC2=CC=C(C=C12)C1=CC=CN2C1=NS(CC2)(=O)=O